C(CCCCCCCC)C1=C(C=CC=C1)S(=O)(=O)O.C(CCCCCCCC)OS(=O)(=O)C1=CC=CC=C1 nonylbenzenesulfonate (nonyl benzenesulfonate)